BrCC=1C(=NOC1)C=1C(=NC=CC1)F 4-(bromomethyl)-3-(2-fluoro-3-pyridyl)isoxazole